(2-fluorobenzyl)-N-(4-piperidinylmethyl)amine FC1=C(CNCC2CCNCC2)C=CC=C1